trans-N-(3-(4-cyclopropoxy-2-methoxypyridin-3-yl)-1H-pyrrolo[2,3-b]pyridin-6-yl)-2-(2-(dimethylamino)ethoxy)cyclopropane-1-carboxamide C1(CC1)OC1=C(C(=NC=C1)OC)C1=CNC2=NC(=CC=C21)NC(=O)[C@H]2[C@@H](C2)OCCN(C)C